C(C#CC)(=O)N1C[C@@H]2N(C3=C(OC2)C=C(C(=C3)C#N)[N+](=O)[O-])CC1 (S)-3-(but-2-ynoyl)-8-nitro-1,2,3,4,4a,5-hexahydrobenzo[b]pyrazino[1,2-d][1,4]oxazine-9-carbonitrile